ClC=1C=C(C=NC1OC)NC(=O)C=1C=NN(C1C(F)(F)F)C1=C2C=CNC(C2=CC=C1)=O N-(5-Chloro-6-methoxypyridin-3-yl)-1-(1-oxo-1,2-dihydroisochinolin-5-yl)-5-(trifluoromethyl)-1H-pyrazol-4-carboxamid